N-(5,8-difluorochroman-4-yl)-4-(trifluoromethoxy)benzenesulfonamide methyl-(1R,2S,4S)-6-oxo-bicyclo[2.2.1]heptane-2-carboxylate COC(=O)[C@@H]1[C@@H]2C(C[C@H](C1)C2)=O.FC2=C1C(CCOC1=C(C=C2)F)NS(=O)(=O)C2=CC=C(C=C2)OC(F)(F)F